N1=C(N=CC2=C1COC2)NC=2C=C1CN(C(C1=CC2)=O)C2C(NC(CC2)=O)=O 3-[5-(5,7-dihydrofuro[3,4-d]pyrimidin-2-ylamino)-1-oxo-isoindolin-2-yl]piperidine-2,6-dione